C(C)(C)(C)OC(=O)N1C(CCCC1)N1C(N(CC1)C1CCCC1)=O (3-cyclopentyl-2-oxoimidazolin-1-yl)piperidine-1-carboxylic acid tert-butyl ester